BrC1=C(C(=NC=C1I)NC1=CC(CC(C1)(C)C)=O)C(=C)C1=C(C=CC=C1)C 3-[[4-bromo-5-iodo-3-[1-(o-tolyl)vinyl]-2-pyridyl]amino]-5,5-dimethyl-cyclohex-2-en-1-one